BrC=1C(=NC(=NC1)C)NC1=NC=CC2=C1C(=NN2C2OCCCC2)C N-(5-bromo-2-methylpyrimidin-4-yl)-3-methyl-1-(tetrahydro-2H-pyran-2-yl)-1H-pyrazolo[4,3-c]pyridin-4-amine